2-chloro-5-(3-cyclopropyl-phenoxy)-N-[(1R,2R)-2-(4-fluorophenyl)cyclopropyl]pyridine-4-carboxamide ClC1=NC=C(C(=C1)C(=O)N[C@H]1[C@H](C1)C1=CC=C(C=C1)F)OC1=CC(=CC=C1)C1CC1